CC1=CN=C(S1)C1=CC=C2C(=NN=C(C2=C1)NCC1=NC(=NO1)C(F)(F)F)CC1CCOCC1 7-(5-Methylthiazol-2-yl)-4-((tetrahydro-2H-pyran-4-yl)methyl)-N-((3-(trifluoromethyl)-1,2,4-oxadiazol-5-yl)methyl)phthalazin-1-amin